1-(2-(dimethylamino)ethyl)-4-nitrobenzene-1,2-diamine CN(CCC1(C(C=C(C=C1)[N+](=O)[O-])N)N)C